C(C)(C)(C)OC(CCC1C2(CC1(C2)CCC2=CC=NC=C2)C(=O)OC(C)C)=O isopropyl 2-(3-(tert-butoxy)-3-oxopropyl)-3-(2-(pyridin-4-yl)ethyl)bicyclo[1.1.1]pentane-1-carboxylate